[Si](C)(C)(C(C)(C)C)OCCS(=O)(=O)CC(CCC[C@](C(=O)OCC1=CC=CC=C1)(C)C1=CC(=CC=C1)C[C@H](CO)O)(C)C Benzyl (R)-7-((2-((tert-butyldimethylsilyl)oxy)ethyl)sulfonyl)-2-(3-((R)-2,3-dihydroxypropyl)phenyl)-2,6,6-trimethylheptanoate